C(CCC)[C@@H]1N(S(C2=C(N(C1)C1=CC=CC=C1)C=C(C(=C2)C=2C=C(C(=O)O)C=CC2)F)(=O)=O)C (S)-3-(3-butyl-7-fluoro-2-methyl-1,1-dioxido-5-phenyl-2,3,4,5-tetrahydrobenzo[f][1,2,5]thiadiazepin-8-yl)benzoic acid